phosphorus trifluoromethanesulfonic acid FC(S(=O)(=O)O)(F)F.[P]